BrC=1C=C(C(=NC1OC)CCN)OC 2-(5-bromo-3,6-dimethoxypyridin-2-yl)ethan-1-amine